CC1([C@H]2CN([C@@H]([C@@H]12)C(=O)N[C@H](C=O)C[C@H]1C(NCC1)=O)C([C@@H](C)C1=CC=CC=C1)=O)C (1R,2S,5S)-6,6-Dimethyl-N-((S)-1-oxo-3-((S)-2-oxopyrrolidin-3-yl)propan-2-yl)-3-((S)-2-phenylpropanoyl)-3-azabicyclo[3.1.0]hexane-2-carboxamide